pentamethylcyclopentadiene trifluoromethanesulfonate FC(S(=O)(=O)O)(F)F.CC1C(=C(C(=C1C)C)C)C